P(=O)(O)(O)O.C(CCCCCCCCCCC\C=C/CCCCCCCC)(=O)N[C@@H](CC(C)C)C(=O)O N-erucoyl-leucine racemic-phosphate